NC1=NC=C(C=N1)C#CC1=CC(=C2CN(C(C2=C1)=O)C(CC#CC#CC=1C=CNC1)C1=C(C=CC(=C1)F)F)F 4-(6-(6-((2-aminopyrimidin-5-yl)ethynyl)-4-fluoro-1-oxoisoindoline-2-yl)-6-(2,5-difluoroPhenyl)hexa-1,3-diyn-1-yl)-1H-pyrrole